N'-methyl-guanidine CNC(N)=N